NC1=NC2=CC=CC=C2C(=N1)N[C@H](CO)CCCC (S)-2-((2-aminoquinazolin-4-yl)amino)hexan-1-ol